COC(C1=C(C=C(C=C1)CN1CCC(CC1)NC(=O)OC(C)(C)C)OC)=O 4-((4-((Tert-Butoxycarbonyl)amino)piperidin-1-yl)methyl)-2-methoxybenzoic acid methyl ester